[Si](C)(C)(C(C)(C)C)O[C@@H](CO)COCCCCCCCCCCCCCCCCCC (S)-2-((tert-butyldimethylsilyl)oxy)-3-(octadecyloxy)propan-1-ol